N-(4-chloro-1H-indol-6-yl)-5-{1-[2-(dimethylamino)ethyl]-1H-pyrazol-4-yl}-1H-1,3-benzodiazol-2-amine ClC1=C2C=CNC2=CC(=C1)NC1=NC2=C(N1)C=CC(=C2)C=2C=NN(C2)CCN(C)C